trans-4-(((trans-4-(3-Cyano-4-methoxy-phenyl)cyclohexyl)-methyl)(4-(1-iso-propyl-1H-pyrazol-4-yl)pyridin-2-yl)carbamoyl)cyclohexyl morpholine-4-carboxylate N1(CCOCC1)C(=O)O[C@@H]1CC[C@H](CC1)C(N(C1=NC=CC(=C1)C=1C=NN(C1)C(C)C)C[C@@H]1CC[C@H](CC1)C1=CC(=C(C=C1)OC)C#N)=O